tert-butyl (R)-4-(3-(4-(4-((2-(1-methylpyrrolidin-2-yl)imidazo[1,2-a]pyrazin-6-yl)carbamoyl)phenyl)-1H-pyrazol-1-yl)propyl)piperidine-1-carboxylate CN1[C@H](CCC1)C=1N=C2N(C=C(N=C2)NC(=O)C2=CC=C(C=C2)C=2C=NN(C2)CCCC2CCN(CC2)C(=O)OC(C)(C)C)C1